3-[4-fluoro-1-(2-fluorobenzoyl)-5-{[(4-fluorophenyl)methyl]amino}-1H-pyrazol-3-yl]-1-(pyrrolidine-1-carbonyl)-4-(trifluoromethyl)pyrrolidin-2-one FC=1C(=NN(C1NCC1=CC=C(C=C1)F)C(C1=C(C=CC=C1)F)=O)C1C(N(CC1C(F)(F)F)C(=O)N1CCCC1)=O